COC1=CC=C(C=C1)C1=CC=CC=C1 4'-METHOXY-1,1'-BIPHENYL